CC(C)N1C(CN(CC1)C(=O)OC(C)(C)C)C(=O)OC 1-tert-butyl 3-methyl 4-(propan-2-yl)piperazine-1,3-dicarboxylate